ClC1=C(C=CC(=C1)OCCCS(=O)(=O)C)C=1N(C2=NC=NC(=C2N1)OC1(CC1)C)CC1=NC=CC(=C1)C 8-(2-chloro-4-(3-(methylsulfonyl)propoxy)phenyl)-6-(1-methylcyclopropoxy)-9-((4-methylpyridin-2-yl)methyl)-9H-purine